FC=1C(=NC=CC1)SC=1C=2N(C=C(C1)C=1C=NN(C1C)[C@H]1CNCC1)N=CC2C#N 4-[(3-fluoro-2-pyridyl)sulfanyl]-6-[5-methyl-1-[(3R)-pyrrolidin-3-yl]pyrazol-4-yl]pyrazolo[1,5-a]pyridine-3-carbonitrile